N,N-diaminopropylhexylamine NN(N)C(CCCCC)CCC